ClC1=NC2=C(C3=CC=CC=C13)N(C1=CC=C(C=C12)OC)CCCN1CCN(CC1)C(C)C 5-chloro-11-(3-(4-isopropylpiperazin-1-yl)propyl)-8-methoxy-11H-indolo[3,2-c]isoquinoline